1,5-anhydro-2,3-dideoxy-3-(((7-(3-fluoro-4-((2-fluoroethyl)carbamoyl)-benzyl)-4-methoxy-2,3-dihydro-1H-inden-5-yl)carbonyl)amino)-L-threo-pentitol FC=1C=C(CC=2C=C(C(=C3CCCC23)OC)C(=O)N[C@H]2CCOC[C@@H]2O)C=CC1C(NCCF)=O